3-(3-(cyclopropylmethyl)-7-(((3S,4S)-3-fluoro-1-methylpiperidin-4-yl)amino)benzofuran-2-yl)prop-2-yn C1(CC1)CC1=C(OC2=C1C=CC=C2N[C@@H]2[C@H](CN(CC2)C)F)C#CC